C(C)N(C(=O)C1=CC(=CC=2N(C=NC21)CC(F)(F)F)C#CCNC2=C(C=C(C(=O)O)C=C2)OC)[C@@H]2[C@H](CNCC2)C 4-(3-{4-[N-(3S,4S)-1-ethyl-3-methyl-4-piperidylcarbamoyl]-1-(2,2,2-trifluoroethyl)-1H-1,3-benzimidazol-6-yl}-2-propynylamino)-3-anisic acid